C1(CC1)C1=NC=NC(=C1C1=NN2C(C(=N1)NCC1=CC=C(C=C1)C=1N(C=C(N1)C(F)(F)F)CC)=NC=C2)OC 2-(4-cyclopropyl-6-methoxypyrimidin-5-yl)-N-(4-(1-ethyl-4-(trifluoromethyl)-1H-imidazol-2-yl)benzyl)imidazo[2,1-f][1,2,4]triazin-4-amine